ClC1=C(C=C2C(=NNC2=C1)C=1C=NC(=CC1)N1CC2(C1)CN(C2)S(=O)(=O)C)O[C@H](C)C2=C(N=NC=C2Cl)Cl (R)-6-chloro-5-(1-(3,5-dichloropyridazin-4-yl)ethoxy)-3-(6-(6-(methylsulfonyl)-2,6-diazaspiro[3.3]heptan-2-yl)pyridin-3-yl)-1H-indazole